(S)-N-((4-(cyclopropylethynyl)-6-fluoro-2-oxo-4-(trifluoromethyl)-1,2,3,4-tetrahydroquinazolin-7-yl)methyl)-4H-1,2,4-triazole-3-carboxamide C1(CC1)C#C[C@@]1(NC(NC2=CC(=C(C=C12)F)CNC(=O)C1=NN=CN1)=O)C(F)(F)F